C[C@H]1CN2C(C=3N1C(=NC3)[C@@](C(F)(F)F)(C)O)=CC(=N2)C23OCC(CC2)(CC3)C(=O)OC methyl 1-((S)-5-methyl-3-((R)-1,1,1-trifluoro-2-hydroxypropan-2-yl)-5,6-dihydroimidazo[1,5-a]pyrazolo[5,1-c]pyrazin-9-yl)-2-oxabicyclo[2.2.2]octane-4-carboxylate